8-{3-[(dimethylamino)methyl]-4-fluorophenyl}-N-[(2S)-1-{4-[(2-methyl-1,3-benzothiazol-6-yl)sulfonyl]piperazin-1-yl}propan-2-yl]quinazolin-4-amine CN(C)CC=1C=C(C=CC1F)C=1C=CC=C2C(=NC=NC12)N[C@H](CN1CCN(CC1)S(=O)(=O)C1=CC2=C(N=C(S2)C)C=C1)C